2-((2S,3S,5R)-5-(5-fluoro-2,4-dioxo-3,4-dihydropyrimidin-1(2H)-yl)-3-hydroxytetrahydrofuran-2-yl)propan-2-yl dihydrogen phosphate P(=O)(OC(C)(C)[C@H]1O[C@H](C[C@@H]1O)N1C(NC(C(=C1)F)=O)=O)(O)O